BrC1=C(C=C(C=C1)CN(C(=O)C=1C=NC=CC1)C=1C(=NC=CC1)S(=O)(=O)C)[N+](=O)[O-] N-[(4-bromo-3-nitrophenyl)methyl]-N-(2-methanesulfonylpyridin-3-yl)pyridine-3-carboxamide